C1(CC1)C=1N=C(SC1)C=1C(=NC=CN1)C(C)NC(C1=CC(=CC(=C1)C(F)(F)F)C(F)(F)F)=O N-[1-[3-(4-cyclopropylthiazol-2-yl)pyrazin-2-yl]ethyl]-3,5-bis(trifluoromethyl)benzamide